2-(3-Fluoropropoxy)pyrimidin-5-amine FCCCOC1=NC=C(C=N1)N